5-(7-chloro-3-methyl-3H-imidazo[4,5-b]pyridin-5-yloxy)-4-ethyl-pyridine-2-carbonitrile ClC1=C2C(=NC(=C1)OC=1C(=CC(=NC1)C#N)CC)N(C=N2)C